N-(2-iodo-4-(perfluoropropan-2-yl)-6-(difluoromethoxy)phenyl)-2-fluoro-3-(hydroxyamino)benzamide IC1=C(C(=CC(=C1)C(C(F)(F)F)(C(F)(F)F)F)OC(F)F)NC(C1=C(C(=CC=C1)NO)F)=O